C(#N)C1=NC=CC(=C1)C1=CN=C(O1)C(=O)N1[C@@H]2[C@H](CC1)[C@@H](N(C2)C(=O)OC(C)(C)C)C |r| rac-tert-Butyl (3aR,4S,6aR)-1-(5-(2-cyanopyridin-4-yl)oxazole-2-carbonyl)-4-methylhexahydropyrrolo[3,4-b]pyrrole-5(1H)-carboxylate